COC1=CC=C(COCCOCCO)C=C1 2-(2-((4-Methoxybenzyl)oxy)ethoxy)ethan-1-ol